2-[[7-bromo-5-[(4-phenyl-1-piperidyl)sulfonyl]indazol-1-yl]methoxy]ethyl-trimethyl-silane BrC=1C=C(C=C2C=NN(C12)COCC[Si](C)(C)C)S(=O)(=O)N1CCC(CC1)C1=CC=CC=C1